B([O-])([O-])[O-].FC(C(C(C(F)(F)F)(F)F)(F)F)(C1=CC(=NN1)C(F)(F)F)F.[Li+].[Li+].[Li+] lithium [5-(perfluorobutyl)-3-(trifluoromethyl)pyrazole] borate